[Ag].[In].[Cd] cadmium indium silver